C(C)(C)(C)OC(=O)N1C[C@H](O[C@@H](C1)CO)C(F)F (2S,6S)-2-(difluoromethyl)-6-(hydroxymethyl)morpholine-4-carboxylic acid tert-butyl ester